C(CC)S(=O)(=O)[O-].S1(C=NCC1)(=S)=S.[Na+] sodium thiazoline disulfide propanesulfonate